2-((2S)-1-acryloyl-4-(8-chloro-7-(8-chloronaphthalen-1-yl)-4-(3-(dimethylamino)-3-methylazetidin-1-yl)-6-fluoro-1H-[1,2,3]triazolo[4,5-c]quinolin-1-yl)piperidin-2-yl)acetonitrile C(C=C)(=O)N1[C@@H](CC(CC1)N1N=NC=2C(=NC=3C(=C(C(=CC3C21)Cl)C2=CC=CC1=CC=CC(=C21)Cl)F)N2CC(C2)(C)N(C)C)CC#N